2,4-dimethyl-3-ethyl-pyrrolealdehyde CC1(N=CC(=C1CC)C)C=O